CC1(CC1)CNC1=NN2C(C=N1)=C(C=C2)C=2C=NC1=NC=CC=C1C2 N-((1-methylcyclopropyl)methyl)-5-(1,8-naphthyridin-3-yl)pyrrolo[2,1-f][1,2,4]triazin-2-amine